N-(4-bromo-2,6-dihydroxyphenyl)-2-(6-methoxypyridin-3-yl)acetamide BrC1=CC(=C(C(=C1)O)NC(CC=1C=NC(=CC1)OC)=O)O